[Si](C)(C)(C(C)(C)C)OCC1=NC(=CC=C1N1CN2C(=NC=CC2=C1)NCC1=C(C=CC2=C1CCO2)F)C 2-(((tert-butyldimethylsilyloxy)methyl)-6-methylpyridin-3-yl)-N-((5-fluoro-2,3-dihydrobenzofuran-4-yl)methyl)imidazo[1,5-c]pyrimidin-5-amine